(S)-10-((2-(6-Acetyl-2,6-diazaspiro[3.3]heptan-2-yl)-5-chloropyrimidin-4-yl)amino)-2-cyclopropyl-3,3-difluoro-7-methyl-1,2,3,4-tetrahydro-[1,4]oxazepino[2,3-c]chinolin-6(7H)-on C(C)(=O)N1CC2(CN(C2)C2=NC=C(C(=N2)NC2=CC=3C4=C(C(N(C3C=C2)C)=O)OCC([C@@H](N4)C4CC4)(F)F)Cl)C1